6-[3-[4-[[[4-(4-chloro-phenyl)butyl]amino]carbonyl]-2-oxazolyl]-7-oxabicyclo-[2.2.1]hept-2-yl]-4-hexenoic acid ClC1=CC=C(C=C1)CCCCNC(=O)C=1N=C(OC1)C1C(C2CCC1O2)CC=CCCC(=O)O